C(C)(=O)N[C@@H]1[C@H]([C@@H]([C@](C(=O)OC2=CC=C(C=C2)[N+](=O)[O-])(O)O[C@H]1[C@H](O)[C@H](O)CO)O)O p-Nitrophenyl [5-acetamido-5-deoxy-D-erythro-α-L-gluco-non-2-ulopyranosonate]